Ethyl 5-(5-(2-chloro-7-ethoxyquinolin-3-yl)-3-(4-(furan-2-yl)phenyl)-4,5-dihydro-1H-pyrazol-1-yl)-5-oxopentanoate ClC1=NC2=CC(=CC=C2C=C1C1CC(=NN1C(CCCC(=O)OCC)=O)C1=CC=C(C=C1)C=1OC=CC1)OCC